N-(4-chloro-2-fluorophenyl)-5-[(2-{[(2,4-dimethoxyphenyl)methyl]amino}-3-fluoropyridin-4-yl)methyl]-4-(trifluoromethyl)pyridin-3-amine ClC1=CC(=C(C=C1)NC=1C=NC=C(C1C(F)(F)F)CC1=C(C(=NC=C1)NCC1=C(C=C(C=C1)OC)OC)F)F